4-((4'-(3,4-dimethylpiperazin-1-yl)-2'-fluoro-5'-nitro[1,1'-biphenyl]-3-yl)methyl)morpholine CC1CN(CCN1C)C1=CC(=C(C=C1[N+](=O)[O-])C1=CC(=CC=C1)CN1CCOCC1)F